CN(C)CCC=1N=NC=CC1 N,N-dimethyl-2-pyridazin-3-yl-ethylamine